4-(1-benzothien-2-yl)-4-methylpiperidine-1-carboxylic acid tert-butyl ester C(C)(C)(C)OC(=O)N1CCC(CC1)(C)C=1SC2=C(C1)C=CC=C2